O=C1N(CCC(N1)=O)C=1C=C(CN2CCC(CC2)C#CC2=CN=C(C3=CC(=C(C=C23)C(=O)N)OC)OC[C@H]2NC([C@H]([C@H]2CC)F)=O)C=CC1 4-((1-(3-(2,4-dioxotetrahydropyrimidin-1(2H)-yl)benzyl)piperidin-4-yl)ethynyl)-1-(((2S,3S,4S)-3-ethyl-4-fluoro-5-oxopyrrolidin-2-yl)methoxy)-7-methoxyisoquinoline-6-carboxamide